N-phenyl-N-(thiazol-2-ylmethyl)-2-(p-tolyloxy)acetamide C1(=CC=CC=C1)N(C(COC1=CC=C(C=C1)C)=O)CC=1SC=CN1